[N].NC1=CC=CC=C1 aniline nitrogen salt